6-hydroxy-2-(4-hydroxyphenyl)benzo[b]thiophene OC=1C=CC2=C(SC(=C2)C2=CC=C(C=C2)O)C1